COC(CN1C2=C(OCC1)C=C(C=C2)N(C(CCl)=O)CCC#N)=O 2-(7-(2-chloro-N-(2-cyanoethyl)acetamido)-2,3-dihydro-4H-benzo[b][1,4]Oxazin-4-yl)acetic acid methyl ester